N-(2-hydroxyethyl)octanamide CCCCCCCC(=O)NCCO